dihydropyrido[3,4-d]pyrimidine-7(6H)-sulfonamide N1CN=CC=2C1=CN(CC2)S(=O)(=O)N